tert-Butyl 1-(4-(tert-butyl)phenyl)-3-azabicyclo[3.1.0]hexane-3-carboxylate C(C)(C)(C)C1=CC=C(C=C1)C12CN(CC2C1)C(=O)OC(C)(C)C